OC1(COC1)C1=CC=C(C=C1)C(=O)N1CCC(CC1)N(C1=CC=C(C=C1)C(F)(F)F)C (4-(3-hydroxyoxetan-3-yl)phenyl)(4-(methyl(4-(trifluoromethyl)phenyl)amino)piperidin-1-yl)methanone